4-(6-fluoroquinoline-2-yl)benzenesulfonamide FC=1C=C2C=CC(=NC2=CC1)C1=CC=C(C=C1)S(=O)(=O)N